(S)-3-(3',5'-difluorobiphenyl-3-yl)-3-(3-(4-hydroxy-1,5-dimethyl-2-oxo-1,2-dihydropyridin-3-yl)ureido)propanoic acid FC=1C=C(C=C(C1)F)C1=CC(=CC=C1)[C@H](CC(=O)O)NC(=O)NC=1C(N(C=C(C1O)C)C)=O